C(#N)C1=CC2=C(CCN(CC2)C2=CC=CC(=N2)N2CCN(CC2)CC2=NC3=C(N2C[C@H]2OCC2)C=C(C=C3)C(=O)OC)C=C1 (S)-methyl 2-((4-(6-(7-cyano-4,5-dihydro-1H-benzo[d]azepin-3(2H)-yl)pyridin-2-yl)piperazin-1-yl)methyl)-1-(oxetan-2-ylmethyl)-1H-benzo[d]imidazole-6-carboxylate